CNC=1N=NC(=C(N1)C1=CC=CC=C1)C=1C=C2C(=NC=NC2=CC1)C N-methyl-6-(4-methylquinazolin-6-yl)-5-phenyl-1,2,4-triazin-3-amine